N1CCCC2=CC(=CC=C12)OC(NCCCCCC)=O hexyl-carbamic acid 1,2,3,4-tetrahydro-quinolin-6-yl ester